2-[4-benzyloxy-2-[2-(3,4-difluoro-2-methyl-phenoxy)-4-methyl-5-(trifluoromethyl)-3-pyridinyl]-1,6-naphthyridin-5-yl]pyrazole-3-carbaldehyde C(C1=CC=CC=C1)OC1=CC(=NC2=CC=NC(=C12)N1N=CC=C1C=O)C=1C(=NC=C(C1C)C(F)(F)F)OC1=C(C(=C(C=C1)F)F)C